(dimethylamino)-1-(4-fluorophenyl)butan-1-one rac-tert-butyl-{[4-(1,4-dimethyl-1H-imidazol-5-yl)-2,5-dioxoimidazolidin-4-yl]methyl}carbamate C(C)(C)(C)N(C(O)=O)C[C@@]1(NC(NC1=O)=O)C1=C(N=CN1C)C.CN(C)C(C(=O)C1=CC=C(C=C1)F)CC |r|